5-chloro-2-methanesulfinyl-7-{3-methylbicyclo[1.1.1]pentan-1-yl}imidazo[4,3-f][1,2,4]triazine ClC=1N=C(N2N=C(N=CC21)S(=O)C)C21CC(C2)(C1)C